C1(CCC1)CNC=1C2=C(N=C(N1)NC1=C(C=C(C=C1)S(=O)(=O)N1CCC(CC1)N1CCOCC1)OC)NC=C2C(F)(F)F N4-(cyclobutylmethyl)-N2-(2-methoxy-4-((4-morpholino-piperidin-1-yl)sulfonyl)phenyl)-5-(trifluoromethyl)-7H-pyrrolo[2,3-d]pyrimidine-2,4-diamine